N1=CC=C2N1CCCN2C=2C=NC=1CCN(CC1C2)C2=NC(=NC1=CC=C(C=C21)C)C 4-[3-(6,7-dihydro-5H-pyrazolo[1,5-a]pyrimidin-4-yl)-7,8-dihydro-5H-1,6-naphthyridin-6-yl]-2,6-dimethyl-quinazoline